1-(3-oxabicyclo[3.1.0]hex-6-yl)-2-bromoethan-1-one C12COCC2C1C(CBr)=O